3,4,5-trimethoxybenzenepropionaldehyde COC=1C=C(C=C(C1OC)OC)CCC=O